(3R)-2'-{6-amino-5-[1-(pyrimidin-5-yl)ethoxy]pyridin-3-yl}-N-ethyl-5',6'-dihydro-1H-spiro[pyrrolidine-3,4'-pyrrolo[1,2-b]pyrazole]-1-carboxamide NC1=C(C=C(C=N1)C=1C=C2N(N1)CC[C@]21CN(CC1)C(=O)NCC)OC(C)C=1C=NC=NC1